C(CCC)OCCOCCOCCN 2-[2-(2-butoxy-ethoxy)-ethoxy]ethylamine